1-(methylsulfonyl)-1H-indazole-6-carboxylic acid CS(=O)(=O)N1N=CC2=CC=C(C=C12)C(=O)O